3,4-dihydroxyethylbenzene CCC1=CC(=C(C=C1)O)O